N1=C(C=C2N1C=CC=C2)C(C)=O 1-pyrazolo[1,5-a]pyridin-2-yl-ethanone